CN1C(N(C2=C1C=CC(=C2)[N+](=O)[O-])CC2(OC2)C)=O 1-methyl-3-[(2-methyl-oxiran-2-yl)methyl]-5-nitro-benzimidazol-2-one